2-(2-hydroxyquinoxalin-6-yl)acetic acid OC1=NC2=CC=C(C=C2N=C1)CC(=O)O